2-propylnonan-1-ol C(CC)C(CO)CCCCCCC